BrC=1C=C(C=CC1)NC(CCCCCCNC(OC(C)(C)C)=O)=O Tert-butyl (7-((3-bromophenyl) amino)-7-oxoheptyl)carbamate